CN1C=[N+](C2=C1C(=O)NC(=N2)N(C)C)[C@H]3[C@@H]([C@@H]([C@H](O3)COP(=O)([O-])[O-])O)O The molecule is an organophosphate oxoanion that is the conjugate base of N(2),N(2),N(7)-trimethylguanosine 5'-phosphate. It is a conjugate base of a N(2),N(2),N(7)-trimethylguanosine 5'-phosphate.